(S)-6-(1-(5-(2,5-dimethyl-2H-1,2,3-triazol-4-yl)-7-((2-methyl-1H-imidazol-1-yl)methyl)-1-oxo-3,4-dihydroisoquinolin-2(1H)-yl)ethyl)-4-ethoxynicotinonitrile CN1N=C(C(=N1)C1=C2CCN(C(C2=CC(=C1)CN1C(=NC=C1)C)=O)[C@@H](C)C1=NC=C(C#N)C(=C1)OCC)C